tert-butyl 6-chloro-3-(3-(naphthalen-1-yloxy)propyl)-7-(1,3,5-trimethyl-1H-pyrazol-4-yl)-1H-indole-2-carboxylate ClC1=CC=C2C(=C(NC2=C1C=1C(=NN(C1C)C)C)C(=O)OC(C)(C)C)CCCOC1=CC=CC2=CC=CC=C12